NC1=NN2C(C=C(C=C2)C=2C=C3C(=CN(C3=CC2)C)C(=O)N[C@H]2CCC3=CC(=C(C=C23)F)F)=N1 (S)-5-(2-amino-[1,2,4]triazolo[1,5-a]pyridin-7-yl)-N-(5,6-difluoro-2,3-dihydro-1H-inden-1-yl)-1-methyl-1H-indole-3-carboxamide